(3-(tert-butyldimethylsilyloxy)prop-1-ynyl)-6-chloronicotinic acid methyl ester COC(C1=C(N=C(C=C1)Cl)C#CCO[Si](C)(C)C(C)(C)C)=O